C(C)(C)(C)OC(=O)N1[C@H](C=2C(CC1)=NN(C2N)C2=CC(=C(C(=C2)C)C#N)C)C (S)-3-amino-2-(4-cyano-3,5-dimethylphenyl)-4-methyl-2,4,6,7-tetrahydro-5H-pyrazolo[4,3-c]pyridine-5-carboxylic acid tert-butyl ester